(1S,2R)-1-(2-chloro-5-fluorophenyl)-1-(4-methyl-1H-pyrazol-1-yl)propan ClC1=C(C=C(C=C1)F)[C@H](CC)N1N=CC(=C1)C